4-(4-((S)-1,1-difluoro-5-oxa-8-azaspiro[2.6]nonan-8-yl)-8-fluoro-2-(((2R,7aS)-2-fluorohexahydro-1H-pyrrolizin-7a-yl)methoxy)pyrido[4,3-d]pyrimidin-7-yl)-5-ethyl-6-fluoronaphthalen-2-ol FC1(C[C@]12COCCN(C2)C=2C1=C(N=C(N2)OC[C@]23CCCN3C[C@@H](C2)F)C(=C(N=C1)C1=CC(=CC2=CC=C(C(=C12)CC)F)O)F)F